phenothiazin-5-ium chlorid [Cl-].C1=CC=CC2=[S+]C3=CC=CC=C3N=C12